C(C)C1C(CC(CC1)CC)CC 1,2,4-Triethylcyclohexane